scandium-zirconium-niobium [Nb].[Zr].[Sc]